ClC1=C(C=CC(=C1Cl)OC1=CC=CC=C1)N1C(=NC(=CC1=O)O)C 3-(2,3-dichloro-4-phenoxyphenyl)-6-hydroxy-2-methylpyrimidin-4(3H)-one